FC1=C2C(=CNC2=CC(=C1C1=CC=C(C=C1)C1OCCCC1)F)C(=O)NOC1OCCCC1 4,6-difluoro-N-((tetrahydro-2H-pyran-2-yl)oxy)-5-(4-(tetrahydro-2H-pyran-2-yl)phenyl)-1H-indole-3-carboxamide